C1(CC1)NC1=C(C=CC(=C1)C(=O)OC)C1=CC2(CC(C2)(F)F)CCN1C(=O)OC(C)(C)C tert-Butyl 6-[2-(cyclopropylamino)-4-(methoxycarbonyl)phenyl]-2,2-difluoro-7-azaspiro[3.5]non-5-ene-7-carboxylate